C(C)NC(=O)C1=CC=2N=C(N=C(C2O1)N1CCOCC1)N1N=CC(=C1)C1=CC=CC=C1 N-ethyl-4-morpholino-2-(4-phenylpyrazol-1-yl)furo[3,2-d]pyrimidine-6-carboxamide